C(C)(C)(C)OC(NC1CN(CCC12CCN(CC2)C2=NC=C(N=C2)Br)C(C)=O)=O (3-Acetyl-9-(5-bromopyrazin-2-yl)-3,9-diazaspiro[5.5]undec-1-yl)carbamic acid tert-butyl ester